ClC1=C(C=CC=C1F)[C@@H]1N(OCC1)C1=CC(=NC=N1)NC=1C(=CC(=C(C1)NC(C=C)=O)N1CCN(CC1)CC)OC N-(5-((6-((R)-3-(2-chloro-3-fluorophenyl)-isoxazolidine-2-yl)pyrimidine-4-yl)amino)-2-(4-ethylpiperazine-1-yl)-4-methoxyphenyl)acrylamide